COC1=CC=C(C=N1)C1=CNC2=NC=C(C=C21)C2=CC=C(CN1CCC(CC1)O)C=C2 1-(4-(3-(6-methoxypyridin-3-yl)-1H-pyrrolo[2,3-b]pyridin-5-yl)benzyl)piperidin-4-ol